bromo-8-fluoro-3,4-dihydro-1H-spiro[naphthalene-2,2'-[1,3]dioxolane] BrC1OC2(OC1)CC1=C(C=CC=C1CC2)F